C(#N)C1CC2(C1)C[C@H](N(CC2)CC2=C1C=CNC1=C(C=C2OC)C)C2=CC=C(C(=O)NCC1(CNC1)OC)C=C2 4-((2R,4r,6S)-2-cyano-7-((5-methoxy-7-methyl-1H-indol-4-yl)methyl)-7-azaspiro[3.5]nonan-6-yl)-N-((3-methoxyazetidin-3-yl)methyl)benzamide